6-(10-bromodecyl)-2,3,4-trimethoxy-benzaldehyde BrCCCCCCCCCCC1=CC(=C(C(=C1C=O)OC)OC)OC